FC=1C=C(C=CC1)CC(=O)OC1=C(C(=C(C(=C1F)F)F)F)F perfluorophenyl 2-(3-fluorophenyl)acetate